CNC=1C=C2CCCC2=CC1 n-methyl-2,3-dihydro-1H-inden-5-amine